3,3'-dimethyldithiodipropionate CC(CC(=O)[O-])SSC(CC(=O)[O-])C